CC1=CC=CC(=N1)C=1N=C2N(CCN2)C1C1=CC=C(C=C1)SC 6-(6-methylpyridin-2-yl)-5-(4-(methylthio)phenyl)-2,3-dihydro-1H-imidazo[1,2-a]imidazole